C(C1CO1)OCCC[SiH2]O 3-glycidyloxypropyl-silanol